FC1=C(N)C=C(C=C1)OC1=CC(=C(C=C1)[N+](=O)[O-])OC 2-fluoro-5-(3-methoxy-4-nitrophenoxy)aniline